(R)-5-((((3'-chloro-2'-(2-chloro-3-((2-fluoro-3-(((3-hydroxypropyl)amino)methyl)phenyl)amino)phenyl)-6-methoxy-[2,4'-bipyridin]-5-yl)methyl)amino)methyl)pyrrolidin-2-one ClC=1C(=NC=CC1C1=NC(=C(C=C1)CNC[C@H]1CCC(N1)=O)OC)C1=C(C(=CC=C1)NC1=C(C(=CC=C1)CNCCCO)F)Cl